C(C(C)C)N(C(=O)C1=C(C(=O)O)C=C(C=C1)C#C)CC(C)C 2-(diisobutylcarbamoyl)-5-ethynylbenzoic acid